C1(CC1)C1=C(C(=NO1)C1=C(C=CC=C1Cl)Cl)C(=O)O 5-cyclopropyl-3-(2,6-dichlorophenyl)-1,2-oxazole-4-carboxylic acid